C(C1=CC=CC=C1)N1N=CC=C1 1-benzyl-1H-pyrazol